N,N-dimethyl-1,4-butanediamine hydrochloride Cl.CN(CCCCN)C